bis(perfluorophenyl) 11-(tert-butoxycarbonyl)-4,7,15,18-tetraoxo-3,8,11,14,19-pentaazahenicosane-1,21-dioate C(C)(C)(C)OC(=O)N(CCNC(CCC(NCC(=O)OC1=C(C(=C(C(=C1F)F)F)F)F)=O)=O)CCNC(CCC(NCC(=O)OC1=C(C(=C(C(=C1F)F)F)F)F)=O)=O